N-[2-(1,3-dimethylbutyl)phenyl]aniline CC(CC(C)C)C1=C(C=CC=C1)NC1=CC=CC=C1